3-(aminomethyl)-3,5,5-trimethyl-6-oxocyclohex-1-ene-1-carbonitrile hydrochloride Cl.NCC1(C=C(C(C(C1)(C)C)=O)C#N)C